(R)-N-(3-hydroxy-1-(methylamino)-1-oxopropan-2-yl)-2-methyl-5-((4-methylthiazol-5-yl)methoxy)benzofuran-3-carboxamide OC[C@H](C(=O)NC)NC(=O)C1=C(OC2=C1C=C(C=C2)OCC2=C(N=CS2)C)C